3-[4-(5-benzyl-pyrimidin-2-yl)piperazin-1-yl]-6-(1-methyl-1H-pyrazol-4-yl)[1,2,4]triazolo[4,3-a]pyridine C(C1=CC=CC=C1)C=1C=NC(=NC1)N1CCN(CC1)C1=NN=C2N1C=C(C=C2)C=2C=NN(C2)C